tert-butyl (2-((tert-butyldimethylsilyl) oxy)ethyl)((6-cyclopropylimidazo[1,2-a]pyridin-2-yl)methyl)carbamate [Si](C)(C)(C(C)(C)C)OCCN(C(OC(C)(C)C)=O)CC=1N=C2N(C=C(C=C2)C2CC2)C1